COC(=O)C=1C=CC=2OCCN(C2N1)C 4-methyl-3,4-dihydro-2H-pyrido[3,2-b][1,4]Oxazine-6-carboxylic acid methyl ester